ClC1=C(C=C(C=C1)NC(=O)NC1=C(C=C(C=C1)C#N)CN1CCOCC1)S(=O)(=O)C(F)(F)F 1-(4-chloro-3-((trifluoromethyl)sulfonyl)phenyl)-3-(4-cyano-2-(morpholinomethyl)phenyl)urea